N-(3-(1H-imidazol-2-yl)phenyl)-5-(cyclopropanecarboxamido)pyrazolo[1,5-a]pyrimidine-3-carboxamide N1C(=NC=C1)C=1C=C(C=CC1)NC(=O)C=1C=NN2C1N=C(C=C2)NC(=O)C2CC2